BrC1=C(C=C(C=C1)N1CCN(CC1)C(C)C)F 1-(4-bromo-3-fluorophenyl)-4-isopropylpiperazine